C(#C)C1CCC(CC1)(OC)OC 4-ethynyl-1,1-dimethoxy-cyclohexane